(9H-fluoren-9-yl)methyl ((S)-1-(((S)-1-((4-(((tert-butoxycarbonyl)amino)methyl)phenyl)amino)-1-oxo-5-ureidopentan-2-yl)amino)-3-methyl-1-oxobutan-2-yl)carbamate C(C)(C)(C)OC(=O)NCC1=CC=C(C=C1)NC([C@H](CCCNC(=O)N)NC([C@H](C(C)C)NC(OCC1C2=CC=CC=C2C=2C=CC=CC12)=O)=O)=O